(2R,3R)-2,3-octanediol C[C@H]([C@@H](CCCCC)O)O